3-(methacryloylaminopropyl)propyl-lauryl-dimethylammonium chloride [Cl-].C(C(=C)C)(=O)NCCCCCC[N+](C)(C)CCCCCCCCCCCC